2-(3-iodo-4-methoxyphenyl)ethan-1-ol IC=1C=C(C=CC1OC)CCO